FC=1C2=C(C=C3C=NN(C13)S(=O)(=O)CC[Si](C)(C)C)N(C(=C2I)C2CCOCC2)C2=CC=C(C=C2)F 2-[8-fluoro-5-(4-fluorophenyl)-7-iodo-6-tetrahydropyran-4-yl-pyrrolo[2,3-f]indazol-1-yl]sulfonylethyl-trimethyl-silane